6-bromo-2-(chloromethyl)-1-methyl-1H-benzo[d]imidazole BrC=1C=CC2=C(N(C(=N2)CCl)C)C1